(1R,3s,5S)-N-((1r,4R)-4-ethoxy-4-(trifluoromethyl)cyclohexyl)-8-(5-(5-fluoro-2-methoxypyridin-4-yl)-1H-pyrazole-3-carbonyl)-8-azabicyclo[3.2.1]octane-3-carboxamide C(C)OC1(CCC(CC1)NC(=O)C1C[C@H]2CC[C@@H](C1)N2C(=O)C2=NNC(=C2)C2=CC(=NC=C2F)OC)C(F)(F)F